N'-(4-(3-((4-bromo-2-fluorobenzyl)oxy)oxetan-3-yl)-2-fluoro-5-methylphenyl)-N-ethyl-N-methylformimidamide BrC1=CC(=C(COC2(COC2)C2=CC(=C(C=C2C)N=CN(C)CC)F)C=C1)F